C(CCC)OC1=CC(C1=O)=O 2-butoxycyclobutene-3,4-dione